zinc sulfate, dihydrate O.O.S(=O)(=O)([O-])[O-].[Zn+2]